COC1=C(CN2C(C=3C(=NC(=C(C3C2(C)C)F)N[C@H]2[C@H](CCCC2)NC(OC(C)(C)C)=O)C=2C=NN(C2)C)=O)C=CC(=C1)OC tert-butyl (1S,2R)-2-(2-(2,4-dimethoxybenzyl)-7-fluoro-1,1-dimethyl-4-(1-methyl-1H-pyrazol-4-yl)-3-oxo-2,3-dihydro-1H-pyrrolo[3,4-c]pyridin-6-ylamino)cyclohexylcarbamate